5-(5-{(1S)-1-[3,5-Bis(trifluoromethyl)benzamido]ethyl}-3-Cyclopropyl-1H-1,2,4-triazol-1-yl)pyrazin FC(C=1C=C(C(=O)N[C@@H](C)C2=NC(=NN2C=2N=CC=NC2)C2CC2)C=C(C1)C(F)(F)F)(F)F